5-chlorothieno[3,2-b]pyridine-6-carbonitrile ClC1=C(C=C2C(=N1)C=CS2)C#N